ClC1=C(C=C2C=C(N=CC2=C1)NC(=O)[C@@H]1[C@@H]2CCCO[C@H]12)C1CCN(CC1)[C@]1(COC[C@H]1O)C (1S,6S,7R)-N-(7-chloro-6-(1-((3S,4S)-4-hydroxy-3-methyltetrahydrofuran-3-yl)piperidin-4-yl)isoquinolin-3-yl)-2-oxabicyclo[4.1.0]heptane-7-carboxamide